3-chloro-4-(1,3-dioxoisoindolin-2-yl)-5,6-Difluoropyridinecarboxylic acid cyclohexyl ester C1(CCCCC1)OC(=O)C1=NC(=C(C(=C1Cl)N1C(C2=CC=CC=C2C1=O)=O)F)F